N-methyl-4-morpholino-2-((5-phenyl-1H-pyrazol-3-yl)amino)furo[3,2-d]pyrimidine-6-carboxamide CNC(=O)C1=CC=2N=C(N=C(C2O1)N1CCOCC1)NC1=NNC(=C1)C1=CC=CC=C1